methyl 2-(1-(1-(tert-butoxycarbonyl) pyrrolidin-3-yl)-3-((tert-butyldimethylsilyl) oxy) propyl)-4-(4-phenoxyphenyl)-1H-imidazole-5-carboxylate C(C)(C)(C)OC(=O)N1CC(CC1)C(CCO[Si](C)(C)C(C)(C)C)C=1NC(=C(N1)C1=CC=C(C=C1)OC1=CC=CC=C1)C(=O)OC